O[C@H]1[C@@H](C=2C(=NC=C(C2)C(=O)OCC)OC1(C)C)O (3S,4R)-ethyl 3,4-dihydroxy-2,2-dimethyl-3,4-dihydro-2H-pyrano[2,3-b]pyridine-6-carboxylate